C12C(CC(CC1)C2)CN2N=C(CC2=O)CN(C(OC(C)(C)C)=O)C tert-Butyl {[1-(bicyclo[2.2.1]hept-2-ylmethyl)-5-oxo-4,5-dihydro-1H-pyrazol-3-yl]methyl}methylcarbamate